C(C)(C)(C)OC(=O)N1[C@H]([C@@H]([C@@H](C1)OC(C1=CC=CC=C1)=O)OS(=O)(=O)C)CO (2S,3S,4R)-4-(benzoyloxy)-2-(hydroxymethyl)-3-(methylsulfonyloxy)pyrrolidine-1-carboxylic acid tert-butyl ester